FC(CC=1OC2=C(N1)C=C(C=C2)C(=O)O)(F)F 2-(2,2,2-trifluoroethyl)benzoxazole-5-carboxylic acid